3-(2-methoxyethyl)-5-[5-(trifluoromethyl)-4H-1,2,4-triazol-3-yl]Pyridine COCCC=1C=NC=C(C1)C1=NN=C(N1)C(F)(F)F